3-benzyloxy-N-(5-fluoropyridine-3-yl)thiophene-2-carboxamide C(C1=CC=CC=C1)OC1=C(SC=C1)C(=O)NC=1C=NC=C(C1)F